COC1=CC(=NC=C1OC1=CC=C(C=C1)C(F)(F)F)C(=O)N1CCC(CC1)C1=C(C=C(N=N1)N)C 6-(1-{4-Methoxy-5-[4-(trifluoro-methyl)phenoxy]pyridine-2-carbonyl}piperidin-4-yl)-5-methyl-pyridazin-3-amine